FC(C(=O)O)(F)F.COC1=CC=2C3=C(C(=NC2C=C1OCCCN1CCCC1)NC(C)C)CC(N3)(C)C 8-methoxy-2,2-dimethyl-N-(propan-2-yl)-7-[3-(pyrrolidin-1-yl)propoxy]-1H,2H,3H-pyrrolo[3,2-c]quinolin-4-amine trifluoroacetate